7-bromo-6-methoxy-2-(o-tolyl)-1H-pyrrolo[3,2-c]pyridine-3-carbonitrile BrC=1C2=C(C=NC1OC)C(=C(N2)C2=C(C=CC=C2)C)C#N